C(#N)N1C[C@]2(CC2C1)NC(=O)C1=CC=C(C=C1)C1=C(C=CC=C1)OC1=CC=C(C=C1)F N-((1R)-3-Cyano-3-azabicyclo[3.1.0]hexan-1-yl)-2'-(4-fluorophenoxy)-[1,1'-biphenyl]-4-carboxamid